FC1=C(C(=CC=C1)F)C1C(=NOC1)C=1N=C(SC1)C1CCN(CC1)C(CN1N=C(C=C1C)C(F)(F)F)=O 1-(4-{4-[(5S)-(2,6-difluorophenyl)-4,5-dihydro-1,2-oxazol-3-yl]-1,3-thiazol-2-yl}piperidin-1-yl)-2-[5-methyl-(trifluoromethyl)-1H-pyrazol-1-yl]ethanone